ClC1=C(C(=CC=C1)SC)C1=NOCC1 3-(2-chloro-6-methylthiophenyl)-4,5-dihydroisoxazole